FC(C(=O)O)(F)F.NCCC1CCN(CC1)CCCNC1=C2C(N(C(C2=CC=C1)=O)C1C(NC(CC1)=O)=O)=O 4-((3-(4-(2-aminoethyl)piperidin-1-yl)propyl)amino)-2-(2,6-dioxopiperidin-3-yl)isoindoline-1,3-dione 2,2,2-trifluoroacetate